O1COC2=C1C=CC(=C2)NC2CCN(CC2)C(=O)OC(C)(C)C tert-butyl 4-(benzo[d][1,3]dioxol-5-ylamino)piperidine-1-carboxylate